OC1=CC=C2C3=C(C=NC2=C1)C1=C(O3)C=CC(=C1)O 3,8-dihydroxybenzofuro[3,2-c]quinoline